3-chloro-N-((1S)-1-(3-(5-((ethyl(methyl)(oxo)-λ6-sulfaneylidene)amino)pyridin-2-yl)pyrazin-2-yl)ethyl)-5-fluorobenzamide ClC=1C=C(C(=O)N[C@@H](C)C2=NC=CN=C2C2=NC=C(C=C2)N=S(=O)(C)CC)C=C(C1)F